3-(6-methoxy-7-(methylamino)quinazolin-4-yloxy)-4-methyl-N-(3-(4-methyl-1H-imidazol-1-yl)-5-(trifluoromethyl)phenyl)benzamide COC=1C=C2C(=NC=NC2=CC1NC)OC=1C=C(C(=O)NC2=CC(=CC(=C2)C(F)(F)F)N2C=NC(=C2)C)C=CC1C